N-(3-(1-methyl-1H-1,2,4-triazol-3-yl)phenyl)-5-(4-((tetrahydro-2H-pyran-4-yl)amino)piperidin-1-yl)pyrazolo[1,5-a]pyrimidine-3-carboxamide CN1N=C(N=C1)C=1C=C(C=CC1)NC(=O)C=1C=NN2C1N=C(C=C2)N2CCC(CC2)NC2CCOCC2